tert-butyl ((5-((5-ethyl-[1,1'-biphenyl]-3-yl)thio)thiophen-2-yl)methyl)carbamate C(C)C=1C=C(C=C(C1)C1=CC=CC=C1)SC1=CC=C(S1)CNC(OC(C)(C)C)=O